CC(CCN(C1CCC(CC1)NC(=O)C1=NNC(=C1C(C)C)C=1C=C(C=2N(C1)N=CN2)C)CCC(C)(C)C)(C)C N-((1s,4s)-4-(bis(3,3-dimethylbutyl)amino)cyclohexyl)-4-isopropyl-5-(8-methyl-[1,2,4]triazolo[1,5-a]pyridin-6-yl)-1H-pyrazole-3-carboxamide